tert-Butyl 4-[3-(dibenzylamino)-2-fluoro-4-nitrophenyl]tetrahydropyran-4-carboxylate C(C1=CC=CC=C1)N(C=1C(=C(C=CC1[N+](=O)[O-])C1(CCOCC1)C(=O)OC(C)(C)C)F)CC1=CC=CC=C1